tert-butyl (2S)-2-(hydroxymethyl)-4-(methoxymethyl)pyrrolidine-1-carboxylate OC[C@H]1N(CC(C1)COC)C(=O)OC(C)(C)C